1-(2-((2-(methoxycarbonyl)-4-methylthiophen-3-yl)amino)-2-oxoethyl)-1-(2-oxo-2-((1-phenylcyclopropyl)amino)ethyl)azepan-1-ium COC(=O)C=1SC=C(C1NC(C[N+]1(CCCCCC1)CC(NC1(CC1)C1=CC=CC=C1)=O)=O)C